2-(3,4-dimethoxyphenyl)-3-hydroxyacrylonitrile COC=1C=C(C=CC1OC)C(C#N)=CO